C(C(=C)C)(=O)OCC1OC(OC1)C1=CC=CC=C1 (2-phenyl-1,3-dioxolan-4-yl)methyl methacrylate